C1(CCCC1)OC1=C(C=NC=C1)C1CN(C1)C(=O)[C@@H]1CC[C@H]2N1C([C@H](CCC2)NC(=O)C2=CC1=C(S2)C=CC(=C1)C(F)P(O)(O)=O)=O ((2-(((3S,6S,9aS)-3-(3-(4-(cyclopentyloxy)pyridin-3-yl)azetidine-1-carbonyl)-5-oxooctahydro-1H-pyrrolo[1,2-a]azepin-6-yl)carbamoyl)benzo[b]thiophen-5-yl)fluoromethyl)phosphonic acid